[4-[3-[(1R)-1-[3-(methylcarbamoyl)phenyl]ethyl]-4-oxo-quinazolin-7-yl]-3-(trifluoromethyl)pyrazol-1-yl]methyl dihydrogen phosphate P(=O)(OCN1N=C(C(=C1)C1=CC=C2C(N(C=NC2=C1)[C@H](C)C1=CC(=CC=C1)C(NC)=O)=O)C(F)(F)F)(O)O